(2,4-dimethoxybenzyl)-3,9-difluoro-5,7-dioxo-5,6,7,13-tetrahydro-12H-indolo[2,3-a]pyrrolo[3,4-c]carbazole-12-carboxylic acid tert-butyl ester C(C)(C)(C)OC(=O)N1C2=CC=C(C=C2C=2C3=C(C4=C(C12)NC=1C(=CC(=CC14)F)CC1=C(C=C(C=C1)OC)OC)C(NC3=O)=O)F